COC(=O)C=1N(C=CC(C1OCC1=CC=CC=C1)=O)NC(=O)OC(C)(C)C methyl-3-(benzyloxy)-1-(tert-butoxycarbonylamino)-4-oxo-1,4-dihydropyridine-2-carboxylate